[28Si] The molecule is the stable isotope of silicon with relative atomic mass 27.9769265. The most abundant (92.23 atom percent) isotope of naturally occurring silicon.